COC(=O)C1=CC=C(S1)CCN1C(OC=CN1C(=O)OC(C)(C)C)=O tert-butyl 3-(2-(5-(methoxycarbonyl) thiophen-2-yl) ethyl)-2-oxo-1,3,4-oxadiazine-4-carboxylate